FC(C1(CC=C(C=C1)[N+](=O)[O-])C)F 1-(difluoromethyl)-1-methyl-4-nitrobenzene